methyl-di(trimethylsiloxy)silyl-propyl-glycerol methacrylate C(C(=C)C)(=O)OC(C(O)CO)(CCC)[Si](O[Si](C)(C)C)(O[Si](C)(C)C)C